5-(7,8-dimethyl-[1,2,4]triazolo[1,5-a]pyridin-6-yl)-2-((2s,5r)-2,5-dimethylpiperazin-1-yl)-6-isopropyl-4H-pyrrolo[3,2-d]thiazol CC1=C(C=2N(C=C1C1=C(C=3N=C(SC3N1)N1[C@H](CN[C@@H](C1)C)C)C(C)C)N=CN2)C